FC(C(=O)O)(F)F.NC1=NN2C(N=CC=C2)=C1C(=O)NC(C)C=1C=C(C=2N(C1N1C[C@@H]([C@H](C1)O)O)C=NC2)Cl 2-Amino-N-(1-(8-chloro-5-((3S,4S)-3,4-dihydroxy-pyrrolidin-1-yl)imidazo[1,5-a]pyridin-6-yl)ethyl)pyrazolo-[1,5-a]pyrimidine-3-carboxamide trifluoroacetate salt